ClC1=NC=CC(=C1)NC(=O)NC1=CC=CC=C1 N-(2-chloro-4-pyridyl)-N'-phenylurea